C1(CC(CC(C1)O)O)O trans-1,3,5-cyclohexanetriol